3-(1-ethyl-1H-pyrazolo[3,4-b]pyridin-5-yl)-2-(5-fluoropyridin-2-yl)-6,6-dimethyl-6,7-dihydro-5H-pyrazolo[5,1-b][1,3]oxazine C(C)N1N=CC=2C1=NC=C(C2)C=2C(=NN1C2OCC(C1)(C)C)C1=NC=C(C=C1)F